C(#N)C=1C=C(C=CC1)C1(CC1)N(C(OC(C)(C)C)=O)C tert-butyl N-[1-(3-cyanophenyl)cyclopropyl]-N-methylcarbamate